ClC=1C=CC(=C(C1)C1=CC(=C(N1C)C)C(=O)NC=1C=NN(C1CCCCl)C)CN1CC2=CC=CC(=C2CC1)OCC=C 5-(5-chloro-2-{[5-(prop-2-en-1-yloxy)-3,4-dihydroisoquinolin-2(1H)-yl]methyl}phenyl)-N-[5-(3-chloropropyl)-1-methyl-1H-pyrazol-4-yl]-1,2-dimethyl-1H-pyrrole-3-carboxamide